N1(CCOCC1)CCC(CCC(C)N)N (2-(4-morpholinyl)ethyl)pentane-1,4-diamine